4-bromo-6-(difluoromethoxy)-N1,3-dimethylbenzene-1,2-diamine BrC=1C(=C(C(=C(C1)OC(F)F)NC)N)C